N1(CCOCC1)C(CCCCCC=C)=O 1-(morpholin-4-yl)oct-7-en-1-one